Cl.Cl.ClC1=CC=C(C=C1)C=1N=C2N(C=CC=C2)C1CN1CC2NC(C1)C2 2-(4-chlorophenyl)-3-(3,6-diazabicyclo[3.1.1]hept-3-ylmethyl)imidazo[1,2-a]pyridine dihydrochloride